N-((1R,2S)-2-phenylcyclopropyl)-3-((4-(pyrimidin-4-yl)phenyl)amino)benzamide C1(=CC=CC=C1)[C@H]1[C@@H](C1)NC(C1=CC(=CC=C1)NC1=CC=C(C=C1)C1=NC=NC=C1)=O